O[C@@H]1[C@@](O[C@@H]([C@H]1O)CO)(O[C@H]1O[C@@H]([C@H]([C@@H]([C@H]1O)O)O)CO)COC(CCCCCCCCCCCCCCCCC)=O [(2S,3S,4S,5R)-3,4-dihydroxy-5-(hydroxymethyl)-2-[(2R,3R,4S,5S,6R)-3,4,5-trihydroxy-6-(hydroxymethyl)oxan-2-yl]oxyoxolan-2-yl]methyloctadecanoate